5-(hydroxymethyl)-3-(3-methylphenyl)-1,3-oxazolidin-2-one OCC1CN(C(O1)=O)C1=CC(=CC=C1)C